3-(5-(((3S,5S)-5-Methyl-1-((2-methylquinolin-6-yl)methyl)pyrrolidin-3-yl)oxy)-1-oxoisoindolin-2-yl)piperidine-2,6-dione C[C@H]1C[C@@H](CN1CC=1C=C2C=CC(=NC2=CC1)C)OC=1C=C2CN(C(C2=CC1)=O)C1C(NC(CC1)=O)=O